S1C(=NN=C1)C1=CN=CC(=N1)N1CCC(CC1)OC1=C(C#N)C=CC=N1 2-((1-(6-(1,3,4-thiadiazol-2-yl)pyrazin-2-yl)piperidin-4-yl)oxy)nicotinonitrile